NC=1C=C(C=CC1)C(C(F)(F)F)(C(F)(F)F)C1=CC(=CC=C1)N bis(3-aminophenyl)-hexafluoropropane